tertbutyl N-[(1S)-1-(benzyloxycarbonylaminocarbamoyl) 3-methyl butyl]-N-methyl-carbamate C(C1=CC=CC=C1)OC(=O)NNC(=O)[C@H](CC(C)C)N(C(OC(C)(C)C)=O)C